Phenyl 2-(3-fluorophenyl)-4-oxo-1,4-dihydroquinoline-6-carboxylate FC=1C=C(C=CC1)C=1NC2=CC=C(C=C2C(C1)=O)C(=O)OC1=CC=CC=C1